N-((4-(2,2-dicyano-1-methoxyvinyl)-1-((2-(trimethylsilyl)ethoxy)methyl)-1H-indazol-7-yl)methyl)-5-fluoro-2-methoxybenzamide C(#N)C(=C(OC)C1=C2C=NN(C2=C(C=C1)CNC(C1=C(C=CC(=C1)F)OC)=O)COCC[Si](C)(C)C)C#N